CC1(OCCO1)C1=CC=C(O1)CCC(=O)[O-] 3-[5-(2-methyl-1,3-dioxolan-2-yl) furan-2-yl]propanoate